phosphoribitol C([C@H]([C@H]([C@H](CO)OP(=O)(O)O)O)O)O